CN1N=CC(=C1)C=1C=CC=2N(C1)N=CC2[N+](=O)[O-] 6-(1-methyl-1H-pyrazol-4-yl)-3-nitropyrazolo[1,5-a]pyridine